((7S,10S,13S)-13-amino-7,10-dimethyl-6,9,12-trioxo-3-oxa-5,8,11-triazatetradecyl)carbamic acid benzyl ester C(C1=CC=CC=C1)OC(NCCOCNC([C@@H](NC([C@@H](NC([C@H](C)N)=O)C)=O)C)=O)=O